ClC=1C=C(C#N)C=C(C1N1N=CC=2C=NC(=CC21)NC2=NC=NC(=C2)NCC(C(F)(F)F)O)F 3-chloro-5-fluoro-4-(6-((6-((3,3,3-trifluoro-2-hydroxypropyl)amino)pyrimidin-4-yl)amino)-1H-pyrazolo[4,3-c]pyridin-1-yl)benzonitrile